d-hydroxylysine N[C@H](CC[C@H](O)CN)C(=O)O